COC(=O)[C@@H]1C[C@@H](CC1)C1=NC(=C2N1C=CN=C2NCC2=C(C=C(C=C2)OC)OC)Br cis-methyl-3-(1-bromo-8-((2,4-dimethoxybenzyl) amino)imidazo[1,5-a]pyrazin-3-yl)cyclopentanecarboxylate